OC=1C=C2C(N(C=NC2=CC1)C1COC2(C1)CCN(CC2)C(=O)OC(C)(C)C)=O tert-butyl 3-(6-hydroxy-4-oxo-quinazolin-3-yl)-1-oxa-8-azaspiro[4.5]decane-8-carboxylate